(R)-N-(1-(3,5-bis(1-methyl-1H-pyrazol-4-yl)phenyl)ethyl)-5-(2-(dimethylamino)-2-methylpropoxy)-2-methylbenzamide CN1N=CC(=C1)C=1C=C(C=C(C1)C=1C=NN(C1)C)[C@@H](C)NC(C1=C(C=CC(=C1)OCC(C)(C)N(C)C)C)=O